CN1N=CC(=C1)C1=CSC=2C1=NC(=CC2)NC=2C=NC=CC2 3-(1-methyl-1H-pyrazol-4-yl)-N-(pyridin-3-yl)thieno[3,2-b]pyridin-5-amine